4-{(1S,3S)-3-[5-(2,6-difluorophenyl)-1,3,4-oxadiazol-2-yl]-2,2-dimethylcyclopropyl}benzenesulfonamide FC1=C(C(=CC=C1)F)C1=NN=C(O1)[C@@H]1C([C@H]1C1=CC=C(C=C1)S(=O)(=O)N)(C)C